N1CCNCCC1 HOMOPIPERAZINE